C(C)(=O)N[C@H]1C[C@H](CCC1)C(=O)NC1=NC=C(C(=C1)C1=CC=2C(=NSC2C(C)C)C=C1)Cl (1S,3R)-3-acetylamino-N-(5-chloro-4-(3-isopropylbenzo[c]isothiazol-5-yl)pyridin-2-yl)cyclohexane-1-carboxamide